(3-methyl-4-(p-tolyl)piperazin-1-yl)(naphthalen-1-yl)methanone CC1CN(CCN1C1=CC=C(C=C1)C)C(=O)C1=CC=CC2=CC=CC=C12